3-(5-(5-Methyl-4-phenyl-1H-pyrazol-3-yl)-1-oxoisoindolin-2-yl)piperidine-2,6-dione CC1=C(C(=NN1)C=1C=C2CN(C(C2=CC1)=O)C1C(NC(CC1)=O)=O)C1=CC=CC=C1